C1(=CC=C(C=C1)N1C(C2=CC=CC=C2C2(C=CC(C3=CC=CC=C23)=O)C1=O)=O)C 2-(p-Tolyl)-1H,4'H-spiro[isoquinoline-4,1'-naphthalene]-1,3,4'(2H)-trione